O=C1NC2(C(N1CC(NC1=CC=C(C=C1)C(F)(F)F)=O)=O)CCN(CC2)C(=O)OC(C)(C)C Tert-butyl 2,4-dioxo-3-[2-oxo-2-[4-(trifluoromethyl)anilino]ethyl]-1,3,8-triazaspiro[4.5]decane-8-carboxylate